FC(C=1N=C2SC(=NN2C1CN1CC(=CC1=O)CCC(F)(F)F)CO)F 1-[[6-(Difluoromethyl)-2-(hydroxymethyl)imidazo-[2,1-b][1,3,4]thiadiazol-5-yl]methyl]-3-(3,3,3-trifluoropropyl)-2H-pyrrol-5-on